IC1=CC(=CC=C1)C(=C)C 1-iodo-3-isopropenyl-benzene